N1CCC(CC1)OC1=CN=CC(=N1)NC1=NNC(=C1)[C@@H]1COCCC1 (R)-6-(piperidin-4-yloxy)-N-(5-(tetrahydro-2H-pyran-3-yl)-1H-pyrazol-3-yl)pyrazin-2-amine